(S)-1-(3-(1-amino-1,3-dihydrospiro[inden-2,4'-piperidin]-1'-yl)-6-((3-chloro-2-cyclopropylpyridin-4-yl)thio)-5-methylpyrazin-2-yl)cyclopropan-1-ol N[C@@H]1C2=CC=CC=C2CC12CCN(CC2)C=2C(=NC(=C(N2)C)SC2=C(C(=NC=C2)C2CC2)Cl)C2(CC2)O